4-Hydroxy-4-prop-2-ynyl-piperidine-1-carboxylic acid [4-methoxy-7-(tetrahydro-pyran-4-yl)-thiazolo[4,5-c]pyridin-2-yl]-amide COC1=NC=C(C2=C1N=C(S2)NC(=O)N2CCC(CC2)(CC#C)O)C2CCOCC2